N-(4-{[6-(5-chloro-2-fluorophenyl)-3-(hydroxymethyl)pyridazin-4-yl]amino}pyridin-2-yl)-2-(4-methyl-1,4-diazepan-1-yl)acetamide ClC=1C=CC(=C(C1)C1=CC(=C(N=N1)CO)NC1=CC(=NC=C1)NC(CN1CCN(CCC1)C)=O)F